C=1C=C(N2C=CC=CC12)C(C=O)=O (indolizine-3-yl)-ethanedione